FC1=NC(=CC(=C1)NC(OC(C)(C)C)=O)CO tert-butyl N-[2-fluoro-6-(hydroxymethyl)-4-pyridyl]carbamate